1-((2-oxabicyclo[2.1.1]hexane-1-yl)methyl)-2-(chloromethyl)-1H-benzo[d]imidazole-6-carboxylic acid methyl ester hydrochloride Cl.COC(=O)C=1C=CC2=C(N(C(=N2)CCl)CC23OCC(C2)C3)C1